3-[5-(azetidin-3-yl)-1-oxo-isoindolin-2-yl]piperidine-2,6-dione N1CC(C1)C=1C=C2CN(C(C2=CC1)=O)C1C(NC(CC1)=O)=O